NC=1N=C(C2=C(N1)C=CN2CC2=C(C=C(C=C2)CO)OC)NCCOCC [4-({2-Amino-4-[(2-ethoxyethyl)amino]-5H-pyrrolo[3,2-d]pyrimidin-5-yl}methyl)-3-methoxyphenyl]methanol